N-Boc-L-aspartic acid 4-tert-butyl ester C(C)(C)(C)OC(C[C@H](NC(=O)OC(C)(C)C)C(=O)O)=O